CSC=1C=C2C(=NC1)NC(=N2)N[C@@H]2C[C@H](CC2)NC2=CC=C(C=N2)N2C(C=CC=C2)=O 6'-(((1S,3S)-3-((6-(Methylthio)-3H-imidazo[4,5-b]pyridin-2-yl)amino)cyclopentyl)amino)-2H-[1,3'-bipyridin]-2-one